2-chloro-1-(1-(4-methoxybenzyl)-1H-pyrazol-4-yl)ethanone ClCC(=O)C=1C=NN(C1)CC1=CC=C(C=C1)OC